N3-(2-(3-Chloro-1-methyl-1H-pyrazol-4-yl)pyrimidin-4-yl)-6-fluoro-N5,N5-dimethyl-8-((2R,3S)-2-methyl-3-((methanesulfonyl)methyl)azetidin-1-yl)isoquinoline-3,5-diamine ClC1=NN(C=C1C1=NC=CC(=N1)NC=1N=CC=2C(=CC(=C(C2C1)N(C)C)F)N1[C@@H]([C@H](C1)CS(=O)(=O)C)C)C